C(C)(=O)C1=NC=2C(CCCC2C=C1)O 2-acetyl-8-hydroxy-5,6,7,8-tetrahydroquinoline